3-(4-((2-(adamantan-1-yl)ethyl)thio)-1-oxoisoindolin-2-yl)piperidine-2,6-dione C12(CC3CC(CC(C1)C3)C2)CCSC2=C3CN(C(C3=CC=C2)=O)C2C(NC(CC2)=O)=O